tri-phosphate-adenosine [C@@H]1([C@H](O)[C@H](O)[C@@H](CO)O1)N1C=NC=2C(N)=NC=NC12.P(=O)(O)(O)O.P(=O)(O)(O)O.P(=O)(O)(O)O